1-(3-butylcyclopenta-2,4-dien-1-yl)-2-chloro-1,1,2,2-tetramethyldisilane C(CCC)C1=CC(C=C1)[Si]([Si](C)(C)Cl)(C)C